C(C)C=1C(=CC=C2C=C(C=C(C12)N1CC=2N=C(N=C(C2CC1)OC)N1CC(C1)(C)NC(OCC1=CC=CC=C1)=O)OCOC)F Benzyl (1-(7-(8-ethyl-7-fluoro-3-(methoxymethoxy)naphthalen-1-yl)-4-methoxy-5,6,7,8-tetrahydropyrido[3,4-d]pyrimidin-2-yl)-3-methylazetidin-3-yl)carbamate